(S)-8-((1-acetylazetidin-3-yl)ethynyl)-3-(1-aminoethyl)-2-phenylisoquinoline C(C)(=O)N1CC(C1)C#CC=1C=CC=C2C=C(N(CC12)C1=CC=CC=C1)[C@H](C)N